Lithium orotat C(C1=CC(=O)NC(=O)N1)(=O)[O-].[Li+]